1-hydroxy-6,6,9-trimethyl-N-(oxazol-5-ylmethyl)-3-pentyl-6H-benzo[c]chromene-2-carboxamide OC1=C2C3=C(C(OC2=CC(=C1C(=O)NCC1=CN=CO1)CCCCC)(C)C)C=CC(=C3)C